BrC1=NC=CC(=N1)C/C(/C=1N=CN(C1)C(C1=CC=CC=C1)(C1=CC=CC=C1)C1=CC=CC=C1)=N\NS(=O)(=O)C1=CC=C(C=C1)C [(1E)-2-(2-bromopyrimidin-4-yl)-1-[1-(triphenylmethyl)imidazol-4-yl]ethylidene]-4-methylbenzenesulfonohydrazide